FC(N1N=CC(=C1)C1=C(C=C(N=N1)NCC1=CC=C(C=C1)OC)OC)F 6-[1-(difluoromethyl)pyrazol-4-yl]-5-methoxy-N-[(4-methoxyphenyl)methyl]pyridazin-3-amine